Cl.CC=1C=C(C=CC1N1C(N(C2=NC=CC=C21)[C@@H]2CNCC2)=O)C2=CC=CC=C2 (S)-1-(3-methyl-[1,1'-biphenyl]-4-yl)-3-(pyrrolidin-3-yl)-1,3-dihydro-2H-imidazo[4,5-b]pyridin-2-one hydrochloride